CS(=O)(=O)C1=NC=CC(=N1)C1=CC(NC=C1)=O 4-(2-(methylsulfonyl)pyrimidin-4-yl)pyridin-2(1H)-one